NCCC1CN(CC(C1(F)F)C)C1=NC=C(C(=N1)NC=1C=C2C=C(C(N(C2=CC1)C)=O)OCC(=O)NC)Cl 2-((6-((2-(3-(2-Aminoethyl)-4,4-difluoro-5-methylpiperidin-1-yl)-5-chloropyrimidin-4-yl)amino)-1-methyl-2-oxo-1,2-dihydroquinolin-3-yl)oxy)-N-methylacetamide